(1r,3r)-3-((4-iodo-6-morpholinopyridin-2-yl)amino)-1-methylcyclobutan-1-ol IC1=CC(=NC(=C1)N1CCOCC1)NC1CC(C1)(O)C